C(C=CC=CC=CC=C\C=C/CCCCCCCCCCC)(=O)O 10Z,13Z,19Z-docosapentaenoic acid